1,2-dibromo-1-phenylethane BrC(CBr)C1=CC=CC=C1